1-((1R,5S)-6-(7-(8-chloronaphthalen-1-yl)-8-fluoro-2-(((S)-1-methylpyrrolidin-2-yl)methoxy)quinazolin-4-yl)-2,6-diazabicyclo[3.2.0]hept-2-yl)prop-2-en-1-one ClC=1C=CC=C2C=CC=C(C12)C1=CC=C2C(=NC(=NC2=C1F)OC[C@H]1N(CCC1)C)N1[C@H]2CCN([C@@H]2C1)C(C=C)=O